8-Isopropyl-quinoline C(C)(C)C=1C=CC=C2C=CC=NC12